BrC1OC(C2=CC(=CC=C12)[N+](=O)[O-])=O 3-bromo-6-nitroisobenzofuran-1(3H)-one